biphenolcarboxylic acid C1(=C(C(=CC=C1)C(=O)O)C=1C(=CC=CC1)O)O